(6-(diethylamino)pyridin-3-yl)ethan-1-one C(C)N(C1=CC=C(C=N1)C(C)=O)CC